racemic-6-fluoro-4-(1-hydroxyethyl)-1H-indole-2-carboxylic acid FC1=CC(=C2C=C(NC2=C1)C(=O)O)[C@@H](C)O |r|